BrC1=C(C=C(C=C1)C1C(C(C1)=O)(Cl)Cl)C 3-(4-bromo-3-methyl-phenyl)-2,2-dichloro-cyclobutanone